(1-(4-fluorophenoxy)propan-2-ylidene)-2-methylpropane-2-sulfinamide FC1=CC=C(OCC(C)=CC(C)(S(=O)N)C)C=C1